N=1C=2N(C=CC1)N=C1C2C=NCC1 7,8-dihydropyrido[4',3':3,4]pyrazolo[1,5-a]pyrimidine